FC(C(=O)O)(F)F.N1=C2C(=CC=C1)CCC2O 6,7-dihydro-5H-cyclopenta[b]Pyridin-7-ol trifluoroacetate